(S)-4-ethyl-8-fluoro-4-hydroxy-9-methyl-11-(piperazin-1-ylmethyl)-1,12-dihydro-14H-pyrano[3',4':6,7]indolizino[1,2-b]quinoline-3,14(4H)-dione C(C)[C@]1(C(OCC=2C(N3CC=4C(=NC=5C=C(C(=CC5C4CN4CCNCC4)C)F)C3=CC21)=O)=O)O